C1(=CC=C(C=C1)C(NC(=O)C=1C(NC(=C(C1)CC)C(F)(F)F)=O)C1=CC=C(C=C1)C)C N-(di-p-tolylmethyl)-5-ethyl-2-oxo-6-(trifluoromethyl)-1,2-dihydropyridine-3-carboxamide